N[C@H](C(=O)N1CCC1)C (S)-2-amino-1-(azetidin-1-yl)propan-1-one